C(#N)C=1N=C(N(C1)COCC[Si](C)(C)C)C(=O)OCC Ethyl 4-cyano-1-(2-trimethylsilylethoxymethyl)imidazole-2-carboxylate